7-(3-{[(2S)-2,3-dihydroxypropoxy]imino}azetidin-1-yl)-6-fluoro-4-oxo-1-(1,3-thiazol-2-yl)-1,4-dihydro-1,8-naphthyridine-3-carboxylic acid O[C@H](CON=C1CN(C1)C1=C(C=C2C(C(=CN(C2=N1)C=1SC=CN1)C(=O)O)=O)F)CO